Tert-Butyl N-[5-(3-amino-2-fluoro-propoxy)pentyl]carbamate NCC(COCCCCCNC(OC(C)(C)C)=O)F